(2-bromoethyl)phosphonic acid BrCCP(O)(O)=O